N-(5-(trifluoromethyl)pyridin-3-yl)-4,5,6,7-tetrahydrothieno[2,3-c]pyridine-3-carboxamide FC(C=1C=C(C=NC1)NC(=O)C1=CSC=2CNCCC21)(F)F